Methyl 3-(N-(5-cyano-2-(3-fluoropyridin-2-yl)phenyl)sulfamoyl)-4-cyclopropylbenzoate C(#N)C=1C=CC(=C(C1)NS(=O)(=O)C=1C=C(C(=O)OC)C=CC1C1CC1)C1=NC=CC=C1F